4-(4-chlorophenyl)-6-(3,5-dimethylpiperidin-1-yl)-2-(pyridin-3-yl)pyrimidine ClC1=CC=C(C=C1)C1=NC(=NC(=C1)N1CC(CC(C1)C)C)C=1C=NC=CC1